(S)-3-(5-hydroxy-1H-indol-3-yl)-2-(4-methylphenyl-sulphonamido)-N-(4-morpholinophenyl)propanamide OC=1C=C2C(=CNC2=CC1)C[C@@H](C(=O)NC1=CC=C(C=C1)N1CCOCC1)NS(=O)(=O)C1=CC=C(C=C1)C